(6Z)-octadeca-6-enoic acid C(CCCC\C=C/CCCCCCCCCCC)(=O)O